BrC1=C(C=C(C2=C(SC(=C21)C(=O)N(C)C)C(=O)N(C)C)Br)Cl 4,7-dibromo-5-chloro-N1,N1,N3,N3-tetramethylbenzo[c]thiophene-1,3-dicarboxamide